1-cyclopropylnonyl-bromooctanoate C1(CC1)C(CCCCCCCC)C(C(=O)[O-])(CCCCCC)Br